(S)-4-chloro-N-((2-(3-methyl-2,6-dioxopiperidin-3-yl)-1,3-dioxoisoindolin-5-yl)methyl)benzamide ClC1=CC=C(C(=O)NCC=2C=C3C(N(C(C3=CC2)=O)[C@@]2(C(NC(CC2)=O)=O)C)=O)C=C1